CC1(OCC(O1)CC(=O)OC1=C(C=C(C=C1C=O)C1=NC(=NS1)C1=CC=C(C=C1)N1CCCC1)F)C 2-fluoro-6-formyl-4-(3-(4-(pyrrolidin-1-yl)phenyl)-1,2,4-thiadiazol-5-yl)phenyl 2-(2,2-dimethyl-1,3-dioxolan-4-yl)acetate